2-StyreneSulfonic Acid C=CC=1C(=CC=CC1)S(=O)(=O)O